2β-carbomethoxy-3β-(4-iodophenyl)tropane C(=O)(OC)[C@@H]1[C@H]2CC[C@@H](C[C@@H]1C1=CC=C(C=C1)I)N2C